C(C)(C)(C)OC(=O)N1CC(NCC1)C1CC1 3-cyclopropyl-piperazine-1-carboxylic acid tert-butyl ester